(R)-2-(N-[4-Amino-5-[4-[2-(isopropylamino)-2-oxoethoxy]benzoyl]thiazol-2-yl]-4-fluoroanilino)propanamid NC=1N=C(SC1C(C1=CC=C(C=C1)OCC(=O)NC(C)C)=O)N(C1=CC=C(C=C1)F)[C@@H](C(=O)N)C